C(=O)(O)C1=C(C=[N+](C=C1)[O-])C(F)(F)F 4-carboxy-3-(trifluoromethyl)pyridine 1-oxide